2-(6-((1R,6S)-2,5-diazabicyclo[4.2.0]octan-2-yl)-2-(3,6-dihydro-2H-pyran-4-yl)-5-ethyl-7-oxo-[1,2,4]triazolo[1,5-a]pyrimidin-4(7H)-yl)-N-(2-chloro-4-(trifluoromethyl)phenyl)acetamide [C@@H]12N(CCN[C@H]2CC1)C1=C(N(C=2N(C1=O)N=C(N2)C=2CCOCC2)CC(=O)NC2=C(C=C(C=C2)C(F)(F)F)Cl)CC